FC=1C(=NC=C(C1)OC([2H])([2H])[2H])N1C(N(C=2C=NC=3C=C(C(=CC3C21)C=2C=NN(C2)C)OC)C)=O 1-[3-Fluoro-5-(trideuterio-methoxy)-2-pyridyl]-7-methoxy-3-methyl-8-(1-methylpyrazol-4-yl)imidazo-[4,5-c]quinolin-2-one